perfluoroperhydrophenanthren FC1(C(C(C(C2(C3(C(C(C(C(C3(C(C(C12F)(F)F)(F)F)F)(F)F)(F)F)(F)F)(F)F)F)F)(F)F)(F)F)(F)F)F